O1CCN(CC1)C(C)=O 1-morpholinoethan-1-one